O(P([O-])(=O)OP(=O)([O-])[O-])[C@H]1[C@@H](O)[C@@H](O)[C@H](O)[C@H](O1)[C@H](O)CO (D-glycero-β-D-mannoheptopyranosyl) diphosphate